C(C1=CC=CC=C1)N1CCC(=C(C1)F)C(=O)OCC ethyl 1-benzyl-5-fluoro-1,2,3,6-tetrahydropyridine-4-carboxylate